FC1=CC(=NC(=C1)N1CCNC2(CC2)C1)C1=NC2=CC(=NC=C2C=C1)CN (2-(4-fluoro-6-(4,7-diazaspiro[2.5]octan-7-yl)pyridin-2-yl)-1,6-naphthyridin-7-yl)methanamine